2-(2-((2-(3-acetyl-5-(2-methylpyrimidin-5-yl)-1H-indazol-1-yl)acetamido)methyl)phenyl)acetic acid C(C)(=O)C1=NN(C2=CC=C(C=C12)C=1C=NC(=NC1)C)CC(=O)NCC1=C(C=CC=C1)CC(=O)O